2-(3-Chloro-4-(6-(1-methylcyclopropoxy)-9-((4-methylpyridin-2-yl)methyl)-9H-purin-8-yl)phenyl)acetic acid ClC=1C=C(C=CC1C=1N(C2=NC=NC(=C2N1)OC1(CC1)C)CC1=NC=CC(=C1)C)CC(=O)O